16-propyloxacyclohexadecan-2-one C(CC)C1CCCCCCCCCCCCCC(O1)=O